phenethyl (E)-3-(6-amino-5-carbamoyl-4'-sulfamoyl-[1,1'-biphenyl]-3-yl)acrylate NC1=C(C=C(C=C1C1=CC=C(C=C1)S(N)(=O)=O)/C=C/C(=O)OCCC1=CC=CC=C1)C(N)=O